(4S,4'S,7S,7'S,9aS,9a'S)-N,N'-(ethane-1,2-diylbis(2,1-phenylene))bis(8,8-dimethyl-4-((S)-2-(methylamino)propanethioamido)-5-oxooctahydropyrrolo[2,1-b][1,3]thiazepine-7-carboxamide) C(CC1=C(C=CC=C1)NC(=O)[C@@H]1C(C[C@@H]2SCC[C@@H](C(N21)=O)NC([C@H](C)NC)=S)(C)C)C2=C(C=CC=C2)NC(=O)[C@@H]2C(C[C@@H]1SCC[C@@H](C(N12)=O)NC([C@H](C)NC)=S)(C)C